C(CCCCCCCCCCC)(=O)OC(CC1=CC=CC=C1)Cl 1-Chloro-2-phenylethyl dodecanoate